(1R,2R)-N-(7-chloro-6-(1-((3S,4S)-4-hydroxy-3-methyltetrahydrofuran-3-yl)piperidin-4-yl)isoquinolin-3-yl)-2-(4-fluoropyridin-2-yl)cyclopropane-1-carboxamide ClC1=C(C=C2C=C(N=CC2=C1)NC(=O)[C@H]1[C@@H](C1)C1=NC=CC(=C1)F)C1CCN(CC1)[C@]1(COC[C@H]1O)C